C(=O)(O)C=CC=CC1=CC=CC=C1 1-carboxy-4-phenylbutadiene